C1=C(C=CC=2CCCCC12)CCN (5,6,7,8-tetrahydronaphthalen-2-yl)ethylamine